F[C@H]1CN(CCC1)C1=CC=C(C=N1)C=1SC=2C(NCCC2N1)=O (R)-2-(6-(3-fluoropiperidin-1-yl)pyridin-3-yl)-6,7-dihydrothiazolo[5,4-c]pyridin-4(5H)-one